[1-[3-fluoro-4-([2-[1-(piperidin-4-yl)ethenyl]-1,6-naphthyridin-7-yl]amino)phenyl]pyrazol-3-yl]methanol FC=1C=C(C=CC1NC1=NC=C2C=CC(=NC2=C1)C(=C)C1CCNCC1)N1N=C(C=C1)CO